CC1=CC=C(C=C1)S(=O)(=O)OC1CCC(CC1)CO[Si](C)(C)C(C)(C)C [4-[[tert-butyl(dimethyl)silyl]oxymethyl]cyclohexyl] 4-methylbenzenesulfonate